NC1=NC=NC=2C=3C(CC(C12)(C)C)=C(C(=CC3)OCC3=CC=C(C=C3)OC)O 4-amino-8-[(4-methoxyphenyl)methoxy]-5,5-dimethyl-6H-benzo[H]quinazolin-7-ol